1,3-bis(2,6-diisopropylphenyl)imidazolium chloride [Cl-].C(C)(C)C1=C(C(=CC=C1)C(C)C)N1C=[N+](C=C1)C1=C(C=CC=C1C(C)C)C(C)C